CC(C)(C)OC(=O)NC1CCC(CC1)C(=O)O (1S,4S)-4-[(tert-butoxycarbonyl)amino]cyclohexane-1-carboxylic acid